ammonium 3,5,6-trichloropyridin-2-olate ClC=1C(=NC(=C(C1)Cl)Cl)[O-].[NH4+]